CCN(CC)C(=S)[S-].CCN(CC)C(=S)[S-].[Zn+2] The molecule is a dithiocarbamate salt that is the zinc salt of diethyldithiocarbamic acid. It is an accelerator and activator for natural rubber. It has a role as an antifungal agrochemical. It is a dithiocarbamate salt and a zinc molecular entity. It contains a diethyldithiocarbamate and a zinc(2+). It derives from a diethyldithiocarbamic acid.